isopropyl ((((1R,2S,4S,6R)-2-(methoxymethyl)-6-methyl-3-oxoquinuclidin-2-yl)methoxy)(phenoxy)phosphoryl)-L-valinate COC[C@]1(N2[C@@H](C[C@@H](C1=O)CC2)C)COP(=O)(OC2=CC=CC=C2)N[C@@H](C(C)C)C(=O)OC(C)C